ClC1=C2C=C(NC2=C(C=C1)Cl)C(=O)N[C@@H](CC(C)(C)C)C(N[C@@H](C[C@H]1C(NCCC1)=O)C#N)=O 4,7-dichloro-N-[(1S)-1-[[(1S)-1-cyano-2-[(3S)-2-oxo-3-piperidyl]ethyl]carbamoyl]-3,3-dimethyl-butyl]-1H-indole-2-carboxamide